6-fluoro-4-(4-oxo-4-(4-(5-(trifluoromethyl)pyrimidin-2-yl)piperazin-1-yl)butyl)phthalazin-1(2H)-one FC=1C=C2C(=NNC(C2=CC1)=O)CCCC(N1CCN(CC1)C1=NC=C(C=N1)C(F)(F)F)=O